3-nitro-2-butanol [N+](=O)([O-])C(C(C)O)C